1-(5-fluoropentyl)-3-(1-naphthoyl)indole FCCCCCN1C=C(C2=CC=CC=C12)C(=O)C1=CC=CC2=CC=CC=C12